N1(C=NC=C1)C=1C=C(CN(CCC2=CC=C(C=C2)NC(=O)C2=C(C=C(C(=C2)OC)OC)NC(=O)C=2OC3=CC=C(C=C3C(C2)=O)C)CC=2C=C3C=NN(C3=CC2)C)C=CC1 N-(2-((4-(2-((3-(1H-Imidazol-1-yl)benzyl)((1-methyl-1H-indazol-5-yl)methyl)amino)ethyl)phenyl)carbamoyl)-4,5-dimethoxyphenyl)-6-methyl-4-oxo-4H-chromene-2-carboxamide